ethyl 3-{[2-(4-chlorophenyl) imidazo[1,2-a]pyridin-3-yl] methyl}-3,8-diazabicyclo[3.2.1]octane-8-carboxylate ClC1=CC=C(C=C1)C=1N=C2N(C=CC=C2)C1CN1CC2CCC(C1)N2C(=O)OCC